2-(4-bromomethyl-phenyl)propionitrile BrCC1=CC=C(C=C1)C(C#N)C